C(CCCCCCCC=CCC=CCCCCC)O octadec-9,12-diene-1-ol